ClC=1C(=NC(=CC1)N1N=NN=C1CN(C)C(C)C)C#N 3-chloro-6-(5-((isopropyl(methyl)amino)methyl)-1H-tetrazol-1-yl)picolinonitrile